3,5-diphenyl-benzeneboronic acid C1(=CC=CC=C1)C=1C=C(C=C(C1)C1=CC=CC=C1)B(O)O